ethyl 5-amino-2-chloro-1-[2-(trifluoromethyl) cyclopropyl]-1H-imidazole-4-carboxylate NC1=C(N=C(N1C1C(C1)C(F)(F)F)Cl)C(=O)OCC